N1=CC(=CC=C1)S(=O)(=O)NC12CC3(CC(CC(C1)C3)C2)NC(=O)C2=NC=CC=C2 Pyridine-2-carboxylic acid [3-(pyridine-3-sulfonylamino)-adamantan-1-yl]-amide